2-[4-[6-chloro-3-(1H-pyrazol-4-yl)indol-1-yl]triazol-2-yl]ethanol ClC1=CC=C2C(=CN(C2=C1)C1=NN(N=C1)CCO)C=1C=NNC1